1,4-naphthalenediphosphonate C1(=CC=C(C2=CC=CC=C12)P([O-])(=O)[O-])P([O-])(=O)[O-]